N-(2,2-dimethoxyethyl)-N,N-dimethylprop-2-yn-1-aminium COC(C[N+](CC#C)(C)C)OC